1-(5-{[(5-Chlorothiophen-2-yl)methyl]amino}-3-{1-[2-(morpholin-4-yl)ethyl]piperidin-4-yl}-1H-pyrazol-1-yl)-2,2-dimethylpropan-1-on ClC1=CC=C(S1)CNC1=CC(=NN1C(C(C)(C)C)=O)C1CCN(CC1)CCN1CCOCC1